1-ethynyl-4-methyl-cyclohexene C(#C)C1=CCC(CC1)C